Lithium 5-(oxetan-3-yl)-4,5,6,7-tetrahydrothiazolo[5,4-c]pyridine-2-carboxylate O1CC(C1)N1CC2=C(CC1)N=C(S2)C(=O)[O-].[Li+]